tert-Butyl N-{5-[(1E)-3-[4-(trifluoromethyl)pyrazol-1-yl]prop-1-en-1-yl]-1H-indol-3-yl}carbamate FC(C=1C=NN(C1)C/C=C/C=1C=C2C(=CNC2=CC1)NC(OC(C)(C)C)=O)(F)F